S-triazine trisodium salt [Na].[Na].[Na].N1=CN=CN=C1